ClC=1C=NC=CC1CCC(=O)NC1CCN(CC1)C=1C2=C(N=CN1)C(=CS2)SC 3-(3-Chloropyridin-4-yl)-N-(1-(7-methylthiothieno[3,2-d]pyrimidin-4-yl)piperidin-4-yl)propionamide